NC=1SC(=C(N1)C1=CC(=CC=C1)Cl)C 2-amino-4-(3-chlorophenyl)-5-methylthiazole